N-[(3R,4S)-1-(3,3-difluorocyclobutanecarbonyl)-4-fluoropyrrolidin-3-yl]-2-fluorobenzamide FC1(CC(C1)C(=O)N1C[C@H]([C@H](C1)F)NC(C1=C(C=CC=C1)F)=O)F